Cl.FC=1C=C2CN(CC2=CC1)C(CNC12CC3(C[C@@H](C[C@H](C1)C3)C2)NC(=O)C=2C=NC3=CC=CC=C3C2)=O N-((1s,3r,5R,7S)-3-((2-(5-fluoroisoindolin-2-yl)-2-oxoethyl)amino)adamantan-1-yl)quinoline-3-carboxamide hydrochloride